(2-methoxyphenoxy)-lactic acid COC1=C(OC(C(=O)O)(O)C)C=CC=C1